5-(chloromethyl)-2-{6-cyclopropyl-4-[4-fluoro-2-(4-methyl-1,2,4-triazol-3-yl)phenyl]pyridin-2-yl}-6,7-difluoro-1,3-benzoxazole ClCC=1C(=C(C2=C(N=C(O2)C2=NC(=CC(=C2)C2=C(C=C(C=C2)F)C2=NN=CN2C)C2CC2)C1)F)F